cis-α-methylcrotonic acid C/C(/C(=O)O)=C\C